O=C1C2=C(C3=C1C=NC1=CC=C(C=C31)NC3=NC=C(C=N3)C#N)C=NC(=N2)C(F)(F)F 2-((7-oxo-9-(trifluoromethyl)-7H-pyrimido[5',4':3,4]cyclopenta[1,2-c]quinolin-2-yl)amino)pyrimidine-5-carbonitrile